5-(2-(difluoromethoxy)-5-(methylsulfanyl)phenyl)-1-((2-(trimethylsilyl)ethoxy)methyl)-1H-pyrazol-4-amine FC(OC1=C(C=C(C=C1)SC)C1=C(C=NN1COCC[Si](C)(C)C)N)F